COC1=CC=C(C=C1)C1CC2(C1)CCN(CC2)C(=O)OC(C)(C)C tert-Butyl 2-(4-methoxyphenyl)-7-azaspiro[3.5]nonane-7-carboxylate